(4-(2-cyclobutyl-5-methoxyphenyl)cyclohexyl)methanol C1(CCC1)C1=C(C=C(C=C1)OC)C1CCC(CC1)CO